N1(CCCCC1)CC[C@H]1NCC2=CC=CC=C2C1 (3S)-3-[2-(1-piperidinyl)ethyl]-1,2,3,4-tetrahydroisoquinoline